N-(3-aminophenyl)pyrrolidine-1-carboxamide NC=1C=C(C=CC1)NC(=O)N1CCCC1